1-(3-chlorophenyl)thiourea ClC=1C=C(C=CC1)NC(=S)N